BrC=1C=CC2=C(C3=CC=C(C=C3[O+]=C2C1)N1CCOCC1)C1=C(C=C(C=C1)S(=O)(=O)O)S(=O)(=O)[O-] 2-(3-bromo-6-morpholinoxanthylium-9-yl)-5-sulfobenzenesulfonate